ClC=1C(=CC(=NC1)N1CCC(CC1)O)C1=CC(=NC=C1)NC(C1=CC=C(C=C1)OC)=O N-(5'-chloro-2'-(4-hydroxypiperidin-1-yl)-[4,4'-bipyridin]-2-yl)-4-methoxybenzamide